(S)-2-((4-((2-fluoro-3-nitrobenzyl)sulfonyl)phenyl)thio)-5-methoxy-N-(5-methyl-1H-pyrazol-3-yl)-6-(3-methylmorpholino)pyrimidin-4-amine FC1=C(CS(=O)(=O)C2=CC=C(C=C2)SC2=NC(=C(C(=N2)NC2=NNC(=C2)C)OC)N2[C@H](COCC2)C)C=CC=C1[N+](=O)[O-]